[Cl-].BrC=1C=CC2=C(NC(=N2)C[NH3+])C1 (6-bromo-1H-benzo[d]imidazol-2-yl)methanaminium chloride